C(C1=CC=CC=C1)OC1CC(C1)C=1C=NC(=NC1)NC1=C(C=C(C=C1)S(=O)(=O)NC(C)C)F 4-((5-(3-(benzyloxy)cyclobutyl)pyrimidin-2-yl)amino)-3-fluoro-N-isopropylbenzenesulfonamide